5-(2-(4-(2-morpholinoethoxy)-3,5-dimethylphenylamino)-5-fluoropyrimidin-4-ylamino)benzo[d]oxazol-2(3H)-one ditrifluoroacetate salt FC(C(=O)O)(F)F.FC(C(=O)O)(F)F.O1CCN(CC1)CCOC1=C(C=C(C=C1C)NC1=NC=C(C(=N1)NC=1C=CC2=C(NC(O2)=O)C1)F)C